O1C[C@H](CC1)NC1CC=2C=CC(=CC2CC1)C=1C=C2C(=NC1)NN=C2C2=CC1=C(C(NCCO1)=O)C=C2 8-[5-(6-{[(3S)-oxolan-3-yl]amino}-5,6,7,8-tetrahydronaphthalen-2-yl)-1H-pyrazolo[3,4-b]pyridin-3-yl]-2,3,4,5-tetrahydro-1,4-benzoxazepin-5-one